2-(3-acetyl-5-amino-1H-indol-1-yl)-N-(2-(3-chloro-2-fluorophenylmethylamino)-2-oxoethyl)-N-cyclopropylacetamide C(C)(=O)C1=CN(C2=CC=C(C=C12)N)CC(=O)N(C1CC1)CC(=O)NCC1=C(C(=CC=C1)Cl)F